Methyl 2-((2S)-2-(((2-(3-chlorophenyl)-1-(3-fluorophenyl)-2-methylpropoxy)carbonyl)amino)-3-cyclohexylpropanamido)-3-(5,5-dimethyl-2-oxopyrrolidin-3-yl)propanoate ClC=1C=C(C=CC1)C(C(OC(=O)N[C@H](C(=O)NC(C(=O)OC)CC1C(NC(C1)(C)C)=O)CC1CCCCC1)C1=CC(=CC=C1)F)(C)C